(4-((1H-imidazol-1-yl)methyl)phenyl)-2-(4-((6,7-dimethoxyquinazolin-4-yl)oxy)-2,6-difluorophenyl)-2-oxoacetamide N1(C=NC=C1)CC1=CC=C(C=C1)NC(C(=O)C1=C(C=C(C=C1F)OC1=NC=NC2=CC(=C(C=C12)OC)OC)F)=O